NC(C1=CC(=C(C=C1)NS(=O)(=O)C1=CC=CC=C1)C=1OC=CC1)C1CC1 N-(4-(amino(cyclopropyl)methyl)-2-(furan-2-yl)phenyl)benzenesulfonamide